1-(3-methoxypropyl)-1H-pyrazole-3-carbaldehyde COCCCN1N=C(C=C1)C=O